methyl (1R,2S,5S)-3-[N-(methoxycarbonyl)-3-methyl-L-valyl]-6,6-dimethyl-3-azabicyclo[3.1.0]hexane-2-carboxylate COC(=O)N[C@@H](C(C)(C)C)C(=O)N1[C@@H]([C@H]2C([C@H]2C1)(C)C)C(=O)OC